C1=NC2=C3C(C=NCCN13)=CC=C2 8,9-dihydro-2,7,9a-triaza-benzo[cd]Azulene